C1(CC12COCCC2)C(=O)N 5-oxaspiro[2.5]octane-1-amide